COC1=CC=C(C=C1)B1OC(C(O1)(C)C)C 2-(4-methoxyphenyl)-4,4,5-trimethyl-1,3,2-dioxaborolane